1-((3S,5R)-1-acryloyl-5-(methoxymethyl)pyrrolidin-3-yl)-3-(((R)-8-chloro-1-methyl-2,3-dihydro-1H-cyclopenta[c]cinnolin-7-yl)ethynyl)-5-(methylamino)-1H-pyrazole-4-carboxamide C(C=C)(=O)N1C[C@H](C[C@@H]1COC)N1N=C(C(=C1NC)C(=O)N)C#CC=1C(=CC=2C3=C(N=NC2C1)CC[C@H]3C)Cl